Methyl 4-((3-(2,3-difluoro-4-methoxyphenyl)imidazo[1,2-a]pyrazin-8-yl)amino)-2-methylbenzoate Methyl-4-((3-iodoimidazo[1,2-a]pyrazin-8-yl)amino)-2-methylbenzoate hydrochloride Cl.COC(C1=C(C=C(C=C1)NC=1C=2N(C=CN1)C(=CN2)I)C)=O.FC2=C(C=CC(=C2F)OC)C2=CN=C1N2C=CN=C1NC1=CC(=C(C(=O)OC)C=C1)C